2,6-di-tertbutyl-phenol C(C)(C)(C)C1=C(C(=CC=C1)C(C)(C)C)O